N=1NC=C2C[C@@H](CCC12)CC1CC12NCCC(C2)C(=O)N (((S)-4,5,6,7-tetrahydro-2H-indazol-5-yl)methyl)-4-azaspiro[2.5]octane-7-carboxamide